2-((3R)-3-((6-(1-(1-ethoxyethyl)-1H-pyrazol-4-yl)-5-methyl-[1,2,4]triazolo[1,5-a]pyridin-2-yl)amino)piperidin-1-yl)benzo[d]thiazol-5-amine C(C)OC(C)N1N=CC(=C1)C=1C=CC=2N(C1C)N=C(N2)N[C@H]2CN(CCC2)C=2SC1=C(N2)C=C(C=C1)N